tert-butyl 7-[amino(cyclopropylmethyl)amino]-3,3-dimethyl-2-oxo-indoline-1-carboxylate NN(C=1C=CC=C2C(C(N(C12)C(=O)OC(C)(C)C)=O)(C)C)CC1CC1